COC(=O)[C@H]1N[C@H](CC1)CO (2S,5R)-5-(hydroxymethyl)tetrahydropyrrole-2-carboxylic acid methyl ester